6-chloro-1-(cyclobutylmethyl)-7-fluoro-2-[4-(trifluoromethyl)pyrimidin-2-yl]-2,3,4,9-tetrahydro-1H-pyrido[3,4-b]indole ClC=1C=C2C3=C(NC2=CC1F)C(N(CC3)C3=NC=CC(=N3)C(F)(F)F)CC3CCC3